CNC(CC(=O)O)(C)NC 3,3-dimethylaminobutyric acid